N-({2-[(4,4-dimethylpiperidin-1-yl)methyl]-1H-indol-6-yl}methyl)-4-oxo-4H-pyrido[1,2-a]pyrimidine-2-carboxamide CC1(CCN(CC1)CC=1NC2=CC(=CC=C2C1)CNC(=O)C=1N=C2N(C(C1)=O)C=CC=C2)C